6-chloro-N-[5-(difluoromethoxy-methyl)-4-methoxy-pyrimidin-2-yl]-1H-indole-3-sulfonic acid amide ClC1=CC=C2C(=CNC2=C1)S(=O)(=O)NC1=NC=C(C(=N1)OC)COC(F)F